C(C)(C)(C)OC(=O)N1CCN(CC1)C1=C(C=C(C(=C1)OC)[N+](=O)[O-])C#CCCCO 4-(2-(5-hydroxypent-1-yn-1-yl)-5-methoxy-4-nitrophenyl)piperazine-1-carboxylic acid tert-butyl ester